2-(6-(((1R,3S,5S)-6,6-difluoro-8-azabicyclo[3.2.1]octan-3-yl-1,5-d2)oxy)pyridazin-3-yl)-5-(1H-imidazol-1-yl)phenol FC1([C@@]2(C[C@H](C[C@](C1)(N2)[2H])OC2=CC=C(N=N2)C2=C(C=C(C=C2)N2C=NC=C2)O)[2H])F